(S)-1-(3-chloro-4-fluorophenyl)-3-(isoquinolin-4-yl)-2-oxoimidazoline-4-carbonitrile ClC=1C=C(C=CC1F)N1C(N([C@@H](C1)C#N)C1=CN=CC2=CC=CC=C12)=O